N1C(C=CC2=CC=C3C(=C12)SC1=C3C=CC=C1)=O [1]Benzothieno[3,2-h]Quinolin-2(1H)-one